(+/-)-4-[2-(4-chlorophenyl)azepan-1-yl]-6-methyl-pyrimidin-2-amine ClC1=CC=C(C=C1)[C@@H]1N(CCCCC1)C1=NC(=NC(=C1)C)N |r|